N1-(2-(1-(azetidin-3-yl)-1H-pyrazol-4-yl)quinolin-4-yl)-N3,N3-dimethylpropane-1,3-diamine N1CC(C1)N1N=CC(=C1)C1=NC2=CC=CC=C2C(=C1)NCCCN(C)C